N1C(=CC=C1)C1=CCCN(C1)C(=O)OC(C)(C)C tert-butyl 5-(1H-pyrrol-2-yl)-3,6-dihydropyridine-1(2H)-carboxylate